C(C1=CC=CC=C1)(=O)OC[C@@]1(CN(C[C@@H](O1)N1C(N(C(C=C1)=O)C(C1=CC=CC=C1)=O)=O)C(C)C)CO [(2R,6R)-6-(3-benzoyl-2,4-dioxo-pyrimidin-1-yl)-2-(hydroxymethyl)-4-isopropylmorpholin-2-yl]methyl benzoate